2-(1-(3-Hydroxy-5-(1-phenyl-1H-pyrazol-4-yl)pyridinamido)cyclobutyl)acetic acid OC=1C(=NC=C(C1)C=1C=NN(C1)C1=CC=CC=C1)C(=O)NC1(CCC1)CC(=O)O